NC=1C=C(C=CC1)C=1N(C=CN1)C(=O)OC(C)(C)C tert-butyl 2-(3-aminophenyl)-1H-imidazole-1-carboxylate